N1(CCCCCC1)C=1N=C(C2=C(C=NNC2=O)N1)NC1=CC=C(C=C1)N1CCC(CC1)(F)F 2-(azepan-1-yl)-4-((4-(4,4-difluoropiperidin-1-yl)phenyl)amino)pyrimido[4,5-d]pyridazin-5(6H)-one